methoxy-5-methyl-hexanoic acid COC(C(=O)O)CCC(C)C